tert-butyl 3-(1-methyl-1H-pyrrolo[3,2-c]pyridin-7-yl)azetidine-1-carboxylate CN1C=CC=2C=NC=C(C21)C2CN(C2)C(=O)OC(C)(C)C